tertiary butylaminotrimethylsilane C(C)(C)(C)N[Si](C)(C)C